CC=1C(=C(C(=NC1)C1=NC=CC=C1C1=NC=CC=C1)C)C trimethyl-terpyridine